S1C(NNC1=S)=S 1,3,4-Thiadiazolidin-2,5-dithion